N=1NN=NC1C1=NC(=CC(=N1)N1C[C@H](CC1)O)C1=CC=C(C=C1)C(F)(F)F (S)-1-(2-(2H-tetrazol-5-yl)-6-(4-(trifluoromethyl)phenyl)pyrimidin-4-yl)pyrrolidin-3-ol